2,5-dibromo-3-fluoro-6-methylpyridine BrC1=NC(=C(C=C1F)Br)C